ClC1=CC2=C(C(N3[C@@H](CO2)CN(CC3)C(=O)OC(C)(C)C)=O)C(=N1)N1CCOCC1 tert-butyl (R)-3-chloro-1-morpholino-12-oxo-6a,7,9,10-tetrahydro-12H-pyrazino[2,1-c]pyrido[3,4-f][1,4]oxazepine-8(6H)-carboxylate